ClC=1C=CC(=NC1)CC(C1=CC=CC=C1)C1=CC=CC=C1 5-chloro-2-(2,2-diphenylethyl)pyridine